(2'S,4R,4'S)-6'-fluoro-3-methyl-1,2'-diphenyl-1'-tosyl-4'-vinyl-1',4'-dihydro-2'H-spiro[pyrazole-4,3'-quinoline]-5(1H)-one FC=1C=C2[C@@H]([C@@]3([C@@H](N(C2=CC1)S(=O)(=O)C1=CC=C(C)C=C1)C1=CC=CC=C1)C(=NN(C3=O)C3=CC=CC=C3)C)C=C